(4-acetoxy-3-methyl-2-((7R,11R,E)-3,7,11,15-tetramethyl hexadeca-2-en-1-yl) naphthalen-1-yl) propionate C(CC)(=O)OC1=C(C(=C(C2=CC=CC=C12)OC(C)=O)C)C\C=C(\CCC[C@@H](CCC[C@@H](CCCC(C)C)C)C)/C